C1=CC=C(C=C1)P(=O)(C2=CC=CC=C2)C3=CC4=C(C=C3)C5=C(C46C7=CC=CC=C7OC8=CC=CC=C68)C=C(C=C5)P(=O)(C9=CC=CC=C9)C1=CC=CC=C1 Spiro[fluorene-9,9'-xanthene]-2,7-diylbis(diphenylphosphine oxide)